[Ir]=O (1r)-iridium oxide